FC(C1=NC=CC(=N1)C1=CC=2C=NC(=CC2N1)NC(=O)C1CC1)(F)F N-(2-(2-(trifluoromethyl)pyrimidin-4-yl)-1H-pyrrolo[3,2-c]pyridin-6-yl)cyclopropanecarboxamide